Cl.ClC=1C(=C(C=CC1)C1(CNC1)NC1=CC=C2C=CN(C(C2=C1)=O)C)C 7-((3-(3-chloro-2-methylphenyl)azetidin-3-yl)amino)-2-methylisoquinolin-1(2H)-one hydrochloride